COC([C@H]1N(CCC1)C([C@@H](CC1CCCCC1)NC(=O)C1=CC2=CC=CC=C2C=C1)=O)=O ((R)-2-(2-naphthoylamino)-3-cyclohexylpropionyl)-L-proline methyl ester